C=1N=CN2C1C1=CC=CC=C1[C@@H]2[C@@H]2[C@H](C=1C=CC=NC1CC2)O (5R,6R)-6-((S)-5H-imidazo[5,1-a]isoindol-5-yl)-5,6,7,8-tetrahydroquinolin-5-ol